NC1=C(C(=NN1C(C)C)C1=CC=C(C=C1)CC(=O)NC1=CC(=NO1)CC12CC(C1)C2)C(=O)N 5-Amino-3-[4-[2-[[3-(3-bicyclo[1.1.1]pentanylmethyl)isoxazol-5-yl]amino]-2-oxo-ethyl]phenyl]-1-isopropyl-pyrazole-4-carboxamide